BrC1=CC=C2C(=NNC2=C1OC)I 6-bromo-3-iodo-7-methoxy-1H-indazole